FC=1C=C(C=C(C1C(NCC(F)(F)F)=O)OC)B(O)O 3-fluoro-5-methoxy-4-[(2,2,2-trifluoroethyl)carbamoyl]phenylboronic acid